3,5-difluoro-4-hydroxy-N-({(1r,4r)-4-[5-(1-methyl-1H-pyrazol-4-yl)-2H-pyrazolo[3,4-c]pyridin-2-yl]cyclohexyl}methyl)benzamide FC=1C=C(C(=O)NCC2CCC(CC2)N2N=C3C=NC(=CC3=C2)C=2C=NN(C2)C)C=C(C1O)F